C(C)(C)(C)NC1=CC(=C(C=C1)NC=1C=CC2=C(OCC(N2)=O)C1)C 7-((4-(tert-butylamino)-2-methylphenyl)amino)-2H-benzo[b][1,4]oxazin-3(4H)-one